2-(3-(2-((1,5-dimethyl-1H-pyrazol-3-yl)amino)-5-methylpyrimidin-4-yl)-1H-indol-7-yl)-7-fluoroisoindolin-1-one CN1N=C(C=C1C)NC1=NC=C(C(=N1)C1=CNC2=C(C=CC=C12)N1C(C2=C(C=CC=C2C1)F)=O)C